C1(CC1)N(CCNC(=O)C1CCN(CC1)C1=NC(=NO1)C1=CC=C(C=C1)OC)C N-(2-(cyclopropyl(methyl)amino)ethyl)-1-(3-(4-methoxyphenyl)-1,2,4-oxadiazol-5-yl)piperidine-4-carboxamide